1,1,1,3,3,3-hexachloro-2-iso-propyldisilazane Cl[Si](N([Si](Cl)(Cl)Cl)C(C)C)(Cl)Cl